N-({5-[5-(difluoromethyl)-1,3,4-oxadiazol-2-yl]-1,3-thiazol-2-yl}methyl)-N-(pyridin-3-yl)propanamide FC(C1=NN=C(O1)C1=CN=C(S1)CN(C(CC)=O)C=1C=NC=CC1)F